2-Fluorobenzohydroxamic acid FC1=C(C(=O)NO)C=CC=C1